2-((R)-2,2-difluoro-1-methyl-ethyl)-5-[1-(2-fluoro-6-methyl-phenyl)-piperidin-4-yl]-7-(2-trifluoromethyl-benzyl)-2,4,5,7-tetrahydro-pyrazolo[3,4-d]pyrimidin-6-one FC([C@@H](C)N1N=C2N(C(N(CC2=C1)C1CCN(CC1)C1=C(C=CC=C1C)F)=O)CC1=C(C=CC=C1)C(F)(F)F)F